C1(=CC=CC=C1)C(C1=CC=CC=C1)=CC1=CC=CC=C1 α-phenyl-stilbene